12-{2-[(2R,6S)-2,6-dimethylpiperidin-1-yl]ethyl}-3,9-difluoro-12,13-dihydro-5H-indolo[2,3-a]pyrrolo[3,4-c]carbazole-5,7(6H)-dione C[C@H]1N([C@H](CCC1)C)CCN1C2=CC=C(C=C2C=2C3=C(C4=C(C12)NC=1C=CC(=CC14)F)C(NC3=O)=O)F